(R)-N-((4-(4-(6-(difluoromethyl)imidazo[1,2-b]pyridazin-3-yl)pyridin-2-yl)-6,6-dimethylmorpholin-2-yl)methyl)methanesulfonamide FC(C=1C=CC=2N(N1)C(=CN2)C2=CC(=NC=C2)N2C[C@@H](OC(C2)(C)C)CNS(=O)(=O)C)F